N-methyl-N,N-bisoctylammonium [tetrakis(perfluorophenyl) borate] FC1=C(C(=C(C(=C1F)F)F)F)[B-](C1=C(C(=C(C(=C1F)F)F)F)F)(C1=C(C(=C(C(=C1F)F)F)F)F)C1=C(C(=C(C(=C1F)F)F)F)F.C[NH+](CCCCCCCC)CCCCCCCC